platinum mono-potassium [K].[Pt]